ClC1=CC=C(C=C1)N1C(O\C(\C1)=C/I)=O (Z)-3-(4-chlorophenyl)-5-(iodomethylene)oxazolidin-2-one